2-{[3-(2-Aminoprop-2-yl)-1-methylpyrazolo[3,4-c]pyridin-5-yl]amino}-7,7,8-Trimethyl-7,8-dihydro-5H-pyrano[4,3-b]pyridin NC(C)(C)C1=NN(C2=CN=C(C=C21)NC2=CC=C1C(=N2)C(C(OC1)(C)C)C)C